NCCCC(=O)[O-] GAMMA-AMINOBUTYRAT